4-(2-(4-(5-chloro-2-(1H-tetrazol-1-yl)phenyl)-5-methoxy-2-oxopyridin-1(2H)-yl)-2-fluoroacetamido)-2-fluorobenzamide ClC=1C=CC(=C(C1)C1=CC(N(C=C1OC)C(C(=O)NC1=CC(=C(C(=O)N)C=C1)F)F)=O)N1N=NN=C1